3-(methyl(4-(5-(trifluoromethyl)-1,2,4-oxadiazol-3-yl)benzyl)amino)-4-(methyl(pyridin-3-ylmethyl)amino)cyclobut-3-ene-1,2-dione CN(C=1C(C(C1N(CC=1C=NC=CC1)C)=O)=O)CC1=CC=C(C=C1)C1=NOC(=N1)C(F)(F)F